BrC=1C(=C2C(=C(NC2=CC1)Cl)C)C 5-bromo-2-chloro-3,4-dimethyl-1H-indole